C(C)C=1C=C2CC(CC2=CC1CC)NC[C@@H](O)C1=C2C=CC(NC2=C(C=C1)OCC1=CC=NC=C1)=O (S)-5-(2-((5,6-diethyl-2,3-dihydro-1H-inden-2-yl)amino)-1-hydroxyethyl)-8-(pyridin-4-ylmethoxy)quinolin-2(1H)-one